4-(((R)-1-(3-amino-5-(trifluoromethyl)phenyl)ethyl)amino)-2-methyl-6-(((R/S)-tetrahydrofuran-3-yl)methyl)-6H-[1,4]oxazino[3,2-g]quinazolin-7(8H)-one NC=1C=C(C=C(C1)C(F)(F)F)[C@@H](C)NC1=NC(=NC2=CC3=C(C=C12)N(C(CO3)=O)C[C@@H]3COCC3)C |&1:30|